4-((3-(4-(difluoromethoxy)phenyl)imidazo[1,2-a]pyrazin-8-yl)amino-2-methylphenyl)(4-(pyrimidin-2-yloxy)piperidin-1-yl)methanone FC(OC1=CC=C(C=C1)C1=CN=C2N1C=CN=C2NC=2C(=C(C=CC2)C2(CCN(CC2)C=O)OC2=NC=CC=N2)C)F